2,4-dichloro-5-(trifluoromethyl)pyrimidine Methyl-1-(2-hydroxyethyl)-1H-pyrrole-3-carboxylate COC(=O)C1=CN(C=C1)CCO.ClC1=NC=C(C(=N1)Cl)C(F)(F)F